5-(4-chlorophenyl)-7-{[1-(2-fluorophenyl)-1H-1,2,3-triazol-4-yl]Methyl}imidazo[5,1-f][1,2,4]Triazine-4-amine trifluoroacetate salt FC(C(=O)O)(F)F.ClC1=CC=C(C=C1)C=1N=C(N2N=CN=C(C21)N)CC=2N=NN(C2)C2=C(C=CC=C2)F